ClC=1C(=NC(=NC1)N1[C@H](CN(CC1)C(=O)OC(C)(C)C)C)S(=O)(=O)C tert-butyl (S)-4-(5-chloro-4-(methylsulfonyl)pyrimidin-2-yl)-3-methylpiperazine-1-carboxylate